(2R,3R)-3-hydroxy-2-[2-methyl-3-(trideuteriomethoxy)phenyl]pyrrolidine-1-carboxylate O[C@H]1[C@H](N(CC1)C(=O)[O-])C1=C(C(=CC=C1)OC([2H])([2H])[2H])C